4-Cyano-1-(cyclobutylmethyl)-N-((S)-(4,4-difluorocyclohexyl)(5-((R)-1-(4,4,4-trifluorobutanamido)ethyl)-1H-benzo[d]imidazol-2-yl)methyl)-1H-pyrazole-3-carboxamide C(#N)C=1C(=NN(C1)CC1CCC1)C(=O)N[C@H](C1=NC2=C(N1)C=CC(=C2)[C@@H](C)NC(CCC(F)(F)F)=O)C2CCC(CC2)(F)F